8-(2-chlorophenyl)-N-(4-(piperazin-1-yl)phenyl)pyrido[3,4-d]pyrimidin-2-amine ClC1=C(C=CC=C1)C1=NC=CC2=C1N=C(N=C2)NC2=CC=C(C=C2)N2CCNCC2